S1N=NC(=C1)C(=O)OC methyl 1,2,3-thiadiazole-4-carboxylate